ClC1=C(C=C(C=C1)N1CC2(C3=NC(=CC=C31)C(=O)N)CCCC2)F 1'-(4-chloro-3-fluorophenyl)-1',2'-dihydrospiro[cyclopentane-1,3'-pyrrolo[3,2-b]pyridine]-5'-carboxamide